(1S,2S)-2-(3-chlorophenyl)-N-(6-(((6-cyclopropyl-8-(7-hydroxyhexahydropyrrolo[1,2-a]pyrazin-2(1H)-yl)imidazo[1,2-a]pyridin-2-yl)methyl)amino)pyrimidin-4-yl)cyclopropane-1-carboxamide ClC=1C=C(C=CC1)[C@@H]1[C@H](C1)C(=O)NC1=NC=NC(=C1)NCC=1N=C2N(C=C(C=C2N2CC3N(CC2)CC(C3)O)C3CC3)C1